1,2,3-trimercaptoethylthiopropane SC(CS)SCCCS